4-amino-1,3-dihydrofuro-[3,4-c][1,8]naphthyridine-8-carboxylic acid NC1=NC=2N=CC(=CC2C2=C1COC2)C(=O)O